ethyl 5-(((R)-1-(2-(((R)-1-aminopropan-2-yl)oxy)-5-fluorophenyl)ethyl)amino)pyrazolo[1,5-a]pyrimidine-3-carboxylate TFA salt OC(=O)C(F)(F)F.NC[C@@H](C)OC1=C(C=C(C=C1)F)[C@@H](C)NC1=NC=2N(C=C1)N=CC2C(=O)OCC